COC1=C(C=CC=C1)C=1OC(C(N1)=CC=1SC=CC1)=O 2-(2-Methoxyphenyl)-4-(thiophen-2-ylmethylene)oxazol-5(4H)-one